BrCCCCCCNC(C1=CC(=C(C=C1)OC)OC)=O N-(6-bromohexyl)-3,4-dimethoxybenzamide